3-(morpholin-4-yl)pyrrolidine N1(CCOCC1)C1CNCC1